(S)-4-amino-N-(6-(1-(difluoromethyl)-1H-pyrazol-4-yl)-2,3-dihydrobenzofuran-3-yl)-7-fluoro-N-methylimidazo[1,5-a]quinoxaline-8-carboxamide NC=1C=2N(C3=CC(=C(C=C3N1)F)C(=O)N(C)[C@@H]1COC3=C1C=CC(=C3)C=3C=NN(C3)C(F)F)C=NC2